tert-butyl 6-fluoro-3-(3-((6-fluoronaphthalen-1-yl)oxy)propyl)-7-(6-methyl-2,3-dihydropyrazolo[5,1-b]oxazol-7-yl)-1-(2-(piperazin-1-yl)ethyl)-1H-indole-2-carboxylate FC1=CC=C2C(=C(N(C2=C1C=1C(=NN2C1OCC2)C)CCN2CCNCC2)C(=O)OC(C)(C)C)CCCOC2=CC=CC1=CC(=CC=C21)F